C(C)OC(=O)C1=C(NC(=C(C1C=1C2=C(SC1)C=CC=C2)C#N)C2=CC=CC=C2)C 4-(benzo[b]thiophen-3-yl)-5-cyano-2-methyl-6-phenyl-1,4-dihydropyridine-3-carboxylic acid ethyl ester